1-(2-tetrahydropyranyl)-1H-pyrazole-5-boronic acid O1C(CCCC1)N1N=CC=C1B(O)O